rac-tert-Butyl ((5R,6S)-5-(3-bromo-2-fluorobenzyl)-3-isopropyl-4-oxo-3,4,5,6,7,8-hexahydroquinazolin-6-yl)carbamate BrC=1C(=C(C[C@@H]2C=3C(N(C=NC3CC[C@@H]2NC(OC(C)(C)C)=O)C(C)C)=O)C=CC1)F |r|